(1R,2S)-N-(7-chloro-6-(1-((3S,4S)-4-hydroxy-3-methyltetrahydrofuran-3-yl)piperidin-4-yl)isoquinolin-3-yl)-2-fluorocyclopropane-1-carboxamide ClC1=C(C=C2C=C(N=CC2=C1)NC(=O)[C@@H]1[C@H](C1)F)C1CCN(CC1)[C@]1(COC[C@H]1O)C